(R)-N-cyclopropyl-2-fluoro-5-(6-((1-hydroxypropan-2-yl)(methyl)amino)-5-(1-methyl-1H-pyrazol-4-yl)pyridin-3-yl)-4-methylbenzamide C1(CC1)NC(C1=C(C=C(C(=C1)C=1C=NC(=C(C1)C=1C=NN(C1)C)N(C)[C@@H](CO)C)C)F)=O